C(C=1C(C(=O)OCCCCCCCC)=CC(C(=O)OCCCCCCCC(C)C)=CC1)(=O)OCCCCCCCC(C)C diisodecyl (n-octyl) trimellitate